FC=1C=C(C=C(C1)B1OC(C(O1)(C)C)(C)C)[C@@H](C)O (1R)-1-[3-fluoro-5-(4,4,5,5-tetramethyl-1,3,2-dioxaborolan-2-yl)phenyl]ethan-1-ol